C(C)C(COC(\C=C/C(=O)OCC(CCCC)CC)=O)CCCC maleic acid bis(2-ethylhexyl) ester